(S)-N-(5-(2-(Tert-butyl)-8-morpholinoimidazo[1,2-a]pyridin-6-yl)-2-fluoro-4-methylphenyl)-3-(2,2,2-trifluoroethyl)pyrrolidine-1-carboxamide C(C)(C)(C)C=1N=C2N(C=C(C=C2N2CCOCC2)C=2C(=CC(=C(C2)NC(=O)N2C[C@@H](CC2)CC(F)(F)F)F)C)C1